N1(CCCC1)C(=O)C=1NC2=CC=C(C=C2C1)N1C(NC2=C(C1=O)C1=C(S2)CCCCC1)=O 3-(2-(pyrrolidine-1-carbonyl)-1H-indol-5-yl)-1,5,6,7,8,9-hexahydro-2H-cyclohepta[4,5]thieno[2,3-d]pyrimidine-2,4(3H)-dione